tert-butyl (R)-(2-(4-(5-(3-cyano-6-(1-methyl-1H-pyrazol-4-yl)pyrazolo[1,5-a]pyrazin-4-yl)pyridin-2-yl)piperazin-1-yl)-1-(4-fluorophenyl)-2-oxoethyl)carbamate C(#N)C=1C=NN2C1C(=NC(=C2)C=2C=NN(C2)C)C=2C=CC(=NC2)N2CCN(CC2)C([C@@H](C2=CC=C(C=C2)F)NC(OC(C)(C)C)=O)=O